C(C)(C)(C)OC(=O)[C@H]1[C@@H](CC1)C1=CC=CC2=CC=CC=C12 Trans-2-(naphthalen-1-yl)cyclobutane-1-carboxylic acid tert-butyl ester